5-bromo-N,N-dimethyl-6-(trifluoromethyl)pyridin-2-amine BrC=1C=CC(=NC1C(F)(F)F)N(C)C